BrCC(=O)C1=CC=C(C=C1)N(CC)CC 2-bromo-4'-(diethylamino)acetophenone